OC1=C(C=CC(=C1)OC)C(\C=C/C1=CC(=CC=C1)O)=O (Z)-1-(2-Hydroxy-4-methoxyphenyl)-3-(3-hydroxyphenyl)prop-2-en-1-one